NC(CNC(=O)C1=NC(=CN=C1)C=1NC2=CC(=C(C=C2C1C)F)Cl)C1CC1 N-(2-amino-2-cyclopropylethyl)-6-(6-chloro-5-fluoro-3-methyl-1H-indol-2-yl)pyrazine-2-carboxamide